N-(cis-2-(biphenyl-3-ylmethyl)-1-(3,3,3-trifluoro-2-methylpropanoyl)pyrrolidin-3-yl)methanesulfonamide C1(=CC(=CC=C1)C[C@@H]1N(CC[C@@H]1NS(=O)(=O)C)C(C(C(F)(F)F)C)=O)C1=CC=CC=C1